ethyl 2,8-dimethylimidazo[1,2-a]pyrazine-6-carboxylate CC=1N=C2N(C=C(N=C2C)C(=O)OCC)C1